7-(5-(2-cyano-3-cyclopropyloxy-6-fluoro-5-(prop-1-yn-1-yl)phenyl)-1-methyl-1H-pyrazol-4-yl)-4-carbonyl-3,4-dihydro-phthalazine-5-carbonitrile C(#N)C1=C(C(=C(C=C1OC1CC1)C#CC)F)C1=C(C=NN1C)C=1C=C(C=2C(NN=CC2C1)=C=O)C#N